4-(2-amino-4,6-dimethyl-7H-pyrrolo[2,3-d]pyrimidin-5-yl)-3-methoxybenzonitrile NC=1N=C(C2=C(N1)NC(=C2C2=C(C=C(C#N)C=C2)OC)C)C